(S,E)-N-(1-(1-(2,4-bis(trifluoromethyl)phenyl)ethyl)-1H-pyrazol-4-yl)-3-(furan-2-yl)acrylamide FC(C1=C(C=CC(=C1)C(F)(F)F)[C@H](C)N1N=CC(=C1)NC(\C=C\C=1OC=CC1)=O)(F)F